6-{4-[3-(5-cyanopyrazin-2-yl)pyridin-2-yl]piperazin-1-yl}-2-azaspiro[3.4]octane-2-carboxylic acid ethyl ester C(C)OC(=O)N1CC2(C1)CC(CC2)N2CCN(CC2)C2=NC=CC=C2C2=NC=C(N=C2)C#N